NC[C@]1([C@H]([C@@H](N[C@H]1CC(C)(C)C)C(=O)NC1=C(C=C(C(=O)OC)C=C1)OC)C1=C(C(=CC=C1)Cl)F)C1=C(C=C(C=C1)Cl)F methyl 4-((2R,3S,4S,5S)-4-(aminomethyl)-3-(3-chloro-2-fluorophenyl)-4-(4-chloro-2-fluorophenyl)-5-neopentylpyrrolidine-2-carboxamido)-3-methoxybenzoate